C(#N)C1CN(C1)[C@@H]1C[C@@H](N(CC1)CC1=C2C=CNC2=C(C=C1C1CC1)C)C1=CC=C(C(=O)O)C=C1 4-((2r,4s)-4-(3-cyanoazetidin-1-yl)-1-((5-cyclopropyl-7-methyl-1H-indol-4-yl)methyl)piperidin-2-yl)benzoic acid